C(C(=C)C)(=O)OC(C(C)O)C dimethyl-1,2-ethylene glycol methacrylate